((1-(2-ethoxy-2-oxoethyl)piperidin-4-yl)oxy)methylpiperidine-1-carboxylic acid tert-butyl ester C(C)(C)(C)OC(=O)N1C(CCCC1)COC1CCN(CC1)CC(=O)OCC